4-(1-Toluenesulfonyl-2,3-dihydro-1H-pyrrolo[2,3-c]pyridin-4-yl)benzonitrile C(C1=CC=CC=C1)S(=O)(=O)N1CCC=2C1=CN=CC2C2=CC=C(C#N)C=C2